N(CCC(=O)OC(C)(C)C)CCC(=O)OC(C)(C)C di-tert-butyl 3,3'-azanediyldipropionate